C(C)(C)(C)C1N2C(C3=CC(=C(C=C3C1)C=1C=NC(=CC1)F)OC)=CC(C(=C2)C(=O)O)=O 6-tert-butyl-9-(6-fluoropyridin-3-yl)-10-methoxy-2-oxo-6,7-dihydro-2H-pyrido[2,1-a]isoquinoline-3-carboxylic acid